4-(2-(3,3-difluoro-2-(4-methoxybenzyl)piperidin-1-yl)-6-((4-methoxybenzyl)oxy)pyridin-4-yl)morpholine FC1(C(N(CCC1)C1=NC(=CC(=C1)N1CCOCC1)OCC1=CC=C(C=C1)OC)CC1=CC=C(C=C1)OC)F